C(C)(C)(C)N(C(O)=O)C=1SC(=CN1)C(COC)NC(C(C([2H])([2H])N)(F)F)([2H])[2H].N1(CCSCC1)C(C#CC1=CC(=C(C=C1)C1=CC=CC=C1)C(F)(F)F)=O 1-(thiomorpholin-4-yl)-3-[2-(trifluoromethyl)[1,1'-biphenyl]-4-yl]prop-2-yn-1-one tert-butyl-(5-(1-((3-amino-2,2-difluoropropyl-1,1,3,3-d4)amino)-2-methoxyethyl)thiazol-2-yl)carbamate